(4-(difluoromethyl)-2-((S)-1-hydroxyethyl)oxazol-5-yl)((S)-4-(4-(trifluoromethyl)benzo[d]thiazol-2-yl)-6,7-dihydro-1H-imidazo[4,5-c]pyridin-5(4H)-yl)methanone FC(C=1N=C(OC1C(=O)N1[C@@H](C2=C(CC1)NC=N2)C=2SC1=C(N2)C(=CC=C1)C(F)(F)F)[C@H](C)O)F